diethyl 2,5-dioxahexanedioate C(OCCOC(=O)OCC)(=O)OCC